2-[(7S)-3,7-Dimethyl-4,5,6,7-tetrahydroindazol-2-yl]-1-[2-(3-methoxy-2-methyl-phenyl)pyrazolidin-1-yl]ethanone CC=1N(N=C2[C@H](CCCC12)C)CC(=O)N1N(CCC1)C1=C(C(=CC=C1)OC)C